((2S,4R)-2-(2,5-Difluorophenyl)piperidin-4-yl)-2,2,2-trifluoro-N-methylacetamide hydrochloride Cl.FC1=C(C=C(C=C1)F)[C@H]1NCC[C@H](C1)N(C(C(F)(F)F)=O)C